FC1=CC=C(CC=2C=3N(C4=C(C2)NCC4(C)C)N=CN3)C=C1 4-(4-fluorobenzyl)-8,8-dimethyl-7,8-dihydro-6H-pyrrolo[2,3-e][1,2,4]triazolo[1,5-a]pyridine